5-[[2-[(2R,5R)-4,4-difluoro-2-(4-Fluorophenyl)-5-methyl-1-piperidyl]-2-oxo-acetyl]amino]pyridine-3-carboxamide FC1(C[C@@H](N(C[C@H]1C)C(C(=O)NC=1C=C(C=NC1)C(=O)N)=O)C1=CC=C(C=C1)F)F